2-[4-(4-carboxy-phenyl)-6-(3-R-hydroxy-piperidin-1-yl)-pyrimidin-2-ylamino]-4-methylthiazole-5-carboxylic acid ethyl ester C(C)OC(=O)C1=C(N=C(S1)NC1=NC(=CC(=N1)C1=CC=C(C=C1)C(=O)O)N1C[C@@H](CCC1)O)C